C(C)(C)(C)C1=CC=C(C=C1)C1=NN=C(S1)NC1=CC=CC=C1 5-(4-tert-butylphenyl)-N-phenyl-1,3,4-thiadiazol-2-amine